C1=C/C(=C\2/C=CN=C2C3=CC=CN3)/N=C1 terazole